C(C)OC1=NC=C(C=N1)C1=C2C(N(C(=NC2=CC=C1)[C@H](CCC)NC1=NC=NC2=CC=C(C=C12)C#N)C1=CC=CC=C1)=O (S)-4-((1-(5-(2-ethoxypyrimidin-5-yl)-4-oxo-3-phenyl-3,4-dihydroquinazolin-2-yl)butyl)amino)quinazoline-6-carbonitrile